2-[6-(5-Chloro-2-thienyl)pyrazolo[4,3-b]pyridin-1-yl]-1-(3-fluoroazetidin-1-yl)ethanone ClC1=CC=C(S1)C=1C=C2C(=NC1)C=NN2CC(=O)N2CC(C2)F